3-(4-aminoimidazo[2,1-f][1,2,4]triazin-7-yl)-4-methyl-N-(pyrazin-2-ylmethyl)benzenesulfonamide NC1=NC=NN2C1=NC=C2C=2C=C(C=CC2C)S(=O)(=O)NCC2=NC=CN=C2